C(C1=CC=CC=C1)OC(=O)NNCC1CC(N(C1=O)C(=O)OC(C)(C)C)(C)C tert-butyl 4-[(2-benzyloxycarbonylhydrazino)methyl]-2,2-dimethyl-5-oxo-pyrrolidine-1-carboxylate